O1CCN(C2=C1C=CC=C2)NC(=O)C=2C=NC1=C(C(=CC=C1C2N(C2CC(C2)C(F)(F)F)C)F)C2=C(C(=CC(=C2)F)F)F N-(2,3-dihydro-1,4-benzoxazin-4-yl)-7-fluoro-4-[methyl-[3-(trifluoromethyl)cyclobutyl]amino]-8-(2,3,5-trifluorophenyl)quinoline-3-carboxamide